C(C)(=O)C1=CC=C(C=C1)NC(CI)=O N-(4-ACETYLPHENYL)-2-IODOACETAMIDE